C(CCC)N(C([S-])=S)CCCC.[Cu+2].C(CCC)N(C([S-])=S)CCCC copper dibutyldithiocarbamate salt